5,7-bis(benzyloxy)-2-(4-(5-hydroxypentyl)phenyl)-8-methoxy-4H-chromen-4-one C(C1=CC=CC=C1)OC1=C2C(C=C(OC2=C(C(=C1)OCC1=CC=CC=C1)OC)C1=CC=C(C=C1)CCCCCO)=O